3-formyl-6-((4-methoxyphenyl)sulfonyl)-1-methyl-4,5,6,7-tetrahydro-1H-pyrrolo[2,3-c]pyridine-2-carboxylic acid ethyl ester C(C)OC(=O)C1=C(C2=C(CN(CC2)S(=O)(=O)C2=CC=C(C=C2)OC)N1C)C=O